4-NitroQuinoline [N+](=O)([O-])C1=CC=NC2=CC=CC=C12